methyl 2-(bromomethyl)-3-[tert-butyl (dimethyl) silyl]oxy-4-cyano-benzoate BrCC1=C(C(=O)OC)C=CC(=C1O[Si](C)(C)C(C)(C)C)C#N